[Au].C1OC=2C=CSC2OC1 4-ethylenedioxythiophene Gold